6,7-dimethoxy-4-methyl-N-(1-(5-(2-((methylamino)methyl)phenyl)thiophen-2-yl)ethyl)phthalazin-1-amine COC=1C=C2C(=NN=C(C2=CC1OC)NC(C)C=1SC(=CC1)C1=C(C=CC=C1)CNC)C